1-(5-(1-hydroxy-2-morpholinoethyl)thiophen-2-yl)-2-((6-methoxy-2-methylquinazolin-4-yl)thio)ethanone OC(CN1CCOCC1)C1=CC=C(S1)C(CSC1=NC(=NC2=CC=C(C=C12)OC)C)=O